N-(4-(trifluoromethyl)benzyl)prop-2-yn-1-amine FC(C1=CC=C(CNCC#C)C=C1)(F)F